tert-butyl 4-[(4-benzyloxycyclohexen-1-yl)methyl]piperidine-1-carboxylate C(C1=CC=CC=C1)OC1CC=C(CC1)CC1CCN(CC1)C(=O)OC(C)(C)C